1,3,5-tris(4-t-butyl-3-hydroxy-2,6-dimethylbenzyl)isocyanuric acid C(C)(C)(C)C1=C(C(=C(CN2C(=O)N(C(=O)N(C2=O)CC2=C(C(=C(C=C2C)C(C)(C)C)O)C)CC2=C(C(=C(C=C2C)C(C)(C)C)O)C)C(=C1)C)C)O